2-(((3R)-4-(2-(1,2-dihydroxyethyl)benzoyl)-thiomorpholin-3-yl)-methoxy)-6-hydroxy-benzaldehyde OC(CO)C1=C(C(=O)N2[C@@H](CSCC2)COC2=C(C=O)C(=CC=C2)O)C=CC=C1